CC1=CC=C(C=C1)SSC1=CC=C(C=C1)C bis-(4-methylphenyl) disulfide